3-Benzyl-N-(2,4-dimethoxyphenyl)-2,4-dioxo-1,2,3,4-tetrahydropyrimidine-5-carboxamide C(C1=CC=CC=C1)N1C(NC=C(C1=O)C(=O)NC1=C(C=C(C=C1)OC)OC)=O